2-(5-(2-((2-(2-amino-1H-benzimidazol-1-yl)ethyl)(tert-Butoxycarbonyl)amino)ethoxy)-1-methyl-1H-pyrazol-4-yl)-6-methylisonicotinic acid NC1=NC2=C(N1CCN(CCOC1=C(C=NN1C)C=1C=C(C(=O)O)C=C(N1)C)C(=O)OC(C)(C)C)C=CC=C2